OC=1C=C(C=CC1O)C1(C(NC2=C(C=CC=C12)C(F)(F)F)=O)C1=CC=C(C=C1)OC(F)(F)F 3-(3,4-dihydroxyphenyl)-3-(4-(trifluoromethoxy)phenyl)-7-(trifluoromethyl)indolin-2-one